(S)-4-(3-fluoro-4-nitrophenyl)-2-methylpiperazine-1-carboxylic acid tert-butyl ester C(C)(C)(C)OC(=O)N1[C@H](CN(CC1)C1=CC(=C(C=C1)[N+](=O)[O-])F)C